C(C)(C)(C)OC(=O)N1CC2(C1)CC(C2)C(C=2C=NC(=CC2)C(F)(F)F)O 6-[hydroxy-[6-(trifluoromethyl)-3-pyridyl]methyl]-2-azaspiro[3.3]heptane-2-carboxylic Acid Tert-Butyl Ester